4-(4-(difluoromethoxy)phenyl)-2-ethoxy-6-(2-(hydroxymethyl)-1-methyl-1H-benzo[d]imidazole-6-yl)thiazolo[4,5-b]pyridin-5(4H)-one FC(OC1=CC=C(C=C1)N1C2=C(C=C(C1=O)C=1C=CC3=C(N(C(=N3)CO)C)C1)SC(=N2)OCC)F